2-(N-Methylacetamido)-N-(5-nitrothiazol-2-yl)benzamide dimethylphosphorylacetate CP(=O)(C)CC(=O)O.CN(C(C)=O)C1=C(C(=O)NC=2SC(=CN2)[N+](=O)[O-])C=CC=C1